BrC=1SC=CC1SCCCC 2-bromo-3-(butylthio)-thiophene